ICC#CN(C(O)=O)CCCC.C(C)(C)N(C(O)=O)CCCC isopropylbutylcarbamate (iodopropynyl butylcarbamate)